3,6-bis(4-butylphenylethynyl)-9,10-bis(4-(4-butylphenylethynyl)phenyl)phenanthrene C(CCC)C1=CC=C(C=C1)C#CC=1C=CC=2C(=C(C3=CC=C(C=C3C2C1)C#CC1=CC=C(C=C1)CCCC)C1=CC=C(C=C1)C#CC1=CC=C(C=C1)CCCC)C1=CC=C(C=C1)C#CC1=CC=C(C=C1)CCCC